C(C)(C)(C)OC(=O)NCCOCCOCC1CCN(CC1)C(=O)OCC1=CC=CC=C1 benzyl 4-[2-[2-(tert-butoxycarbonylamino)ethoxy] ethoxymethyl]piperidine-1-carboxylate